NC1=C(N=CC(=N1)N1CCC2(CC1)[C@@H](C=1C(=NC=CC1)C2)N)SC2=C(C(=NC=C2)OC)Cl (S)-1'-(6-amino-5-((3-chloro-2-methoxypyridin-4-yl)thio)pyrazin-2-yl)-5,7-dihydrospiro[cyclopenta[b]pyridine-6,4'-piperidin]-5-amine